NC=1C=2N(C=CN1)C(=NC2C2=CC=C(C=C2)C(C)(C2=CC(=CC=C2)C(F)(F)F)O)[C@H]2CN1C(CC[C@@H]1CC2)=O (6R,8aS)-6-[8-Amino-1-(4-{1-hydroxy-1-[3-(trifluoromethyl)phenyl]ethyl}phenyl)imidazo[1,5-a]-pyrazin-3-yl]hexahydroindolizin-3(2H)-on